COC1=C(C=CC=C1)N1C=NC=C1C(=O)O (2-methoxyphenyl)-1H-imidazole-5-carboxylic acid